C(CCCCCCCCCCCCCCCCCCCCCCCCCCCCC)OC(CCCCCCCCCCCCCCCCCCC)=O.C(CCCCCCCCCCCCCCCCCCCCCCCCCCC)(=O)O montanic acid melissyl-eicosanate